2-(2-(1H-indol-3-yl)vinyl)quinoline N1C=C(C2=CC=CC=C12)C=CC1=NC2=CC=CC=C2C=C1